1-(3,4-Difluorobenzyl)-4-(Piperazin-1-Yl)-2-(Trifluoromethyl)-1H-Indole FC=1C=C(CN2C(=CC3=C(C=CC=C23)N2CCNCC2)C(F)(F)F)C=CC1F